CN(C)CC1CN(CCC1(O)C1=CC(=CC=C1)OC)S(=O)(=O)CC1=CC(=CC=C1)[N+](=O)[O-] 3-((dimethylamino)methyl)-4-(3-methoxyphenyl)-1-((3-nitrobenzyl)sulfonyl)piperidin-4-ol